C(#N)C1=C(N=C(S1)N(C1=C(N=C2SC(=NN21)N2C[C@@H](CC2)N(CC(=O)N2CC(C2)C(=O)O)C)CC)C)C2=CC=C(C=C2)F (R)-1-{2-[(1-(5-((5-cyano-4-(4-fluorophenyl)thiazol-2-yl)(methyl)amino)-6-ethylimidazo[2,1-b][1,3,4]thiadiazol-2-yl)pyrrolidin-3-yl)(methyl)amino]acetyl}azetidine-3-carboxylic acid